2-formyl-5,7-dihydro-6H-pyrrolo[3,4-B]pyrazine-6-carboxylic acid benzyl ester C(C1=CC=CC=C1)OC(=O)N1CC2=NC(=CN=C2C1)C=O